4-[4-(1,3-benzoxazol-2-yl)piperidin-1-yl]-1-methyl-2-oxo-1,2-dihydroquinoline-3,7-dicarbonitrile O1C(=NC2=C1C=CC=C2)C2CCN(CC2)C2=C(C(N(C1=CC(=CC=C21)C#N)C)=O)C#N